CC1CCC(CC1)CCC(=O)OCC(COC(CCC1CCC(CC1)C)=O)(C)CO.ONC(C1=CC(=CC=C1)N1CC(C1)OC1=CC=C(C=C1)CC(NC=1C=NC=CC1)=O)=O N-hydroxy-3-(3-(4-(2-oxo-2-(pyridin-3-ylamino)ethyl)phenoxy)azetidin-1-yl)benzamide 2-(hydroxymethyl)-2-methylpropane-1,3-diyl bis(3-(4-methylcyclohexyl)-propanoate)